N-(2-(6-(4-bromophenylamino)-2-(methylsulfinyl)pyrimidin-4-ylamino)ethyl)-2-methoxynicotinamide BrC1=CC=C(C=C1)NC1=CC(=NC(=N1)S(=O)C)NCCNC(C1=C(N=CC=C1)OC)=O